2-bromo-3-fluorotriphenylene-1,4,5,6,7,8,9,10,11,12-d10 BrC1=C(C2=C3C(=C(C(=C(C3=C3C(=C(C(=C(C3=C2C(=C1F)[2H])[2H])[2H])[2H])[2H])[2H])[2H])[2H])[2H])[2H]